(R)-1-(1-((Tert-butyldimethylsilyl)oxy)ethyl)phenazine [Si](C)(C)(C(C)(C)C)O[C@H](C)C1=CC=CC2=NC3=CC=CC=C3N=C12